methyl (S)-2-amino-9-(5,6,7,8-tetrahydro-1,8-naphthyridin-2-yl)nonanoate N[C@H](C(=O)OC)CCCCCCCC1=NC=2NCCCC2C=C1